2,2-diethyl-6-[5-(1-isopropylbenzotriazol-5-yl)-1,3,4-thiadiazole-2-yl]Chroman-4-one C(C)C1(OC2=CC=C(C=C2C(C1)=O)C=1SC(=NN1)C1=CC2=C(N(N=N2)C(C)C)C=C1)CC